2-(2,6-dioxopiperidin-3-yl)-4-((9-(4-(4-((7-(4-hydroxyphenyl)pyrrolo[2,1-f][1,2,4]triazin-2-yl)amino)-1H-pyrazol-1-yl)piperidin-1-yl)nonyl)oxy)isoindolin-1,3-dione O=C1NC(CCC1N1C(C2=CC=CC(=C2C1=O)OCCCCCCCCCN1CCC(CC1)N1N=CC(=C1)NC1=NN2C(C=N1)=CC=C2C2=CC=C(C=C2)O)=O)=O